[Na].C(#N)C1=C(SC=2CN(CCC21)CC)S(=O)(=O)NC(NC2=C1CCCC1=CC=1CCCC21)=O ((3-cyano-6-ethyl-4,5,6,7-tetrahydrothieno[2,3-c]pyridin-2-yl)sulfonyl)((1,2,3,5,6,7-Hexahydro-s-indacen-4-yl)carbamoyl)amine sodium salt